C1(CCCCC1)CN1C=NC(=C1C1=NC(=NC=C1)S(=O)(=O)C)C1=CC=C(C=C1)F 4-(1-(Cyclohexylmethyl)-4-(4-fluorophenyl)-1H-imidazol-5-yl)-2-(methylsulfonyl)pyrimidine